2-((1-(6-chloro-3-methyl-2-(1-methyl-1H-pyrazol-4-yl)-4-oxo-3,4-dihydroquinazolin-8-yl)ethyl)amino)-5-fluorobenzoic acid methyl ester COC(C1=C(C=CC(=C1)F)NC(C)C=1C=C(C=C2C(N(C(=NC12)C=1C=NN(C1)C)C)=O)Cl)=O